C(C)(C)(C)C=1C=C(C=C(C1O)C(C)(C)C)CC(=O)Cl 3,5-bis(tert-butyl)-4-hydroxyphenylacetyl chloride